2-amino-N-(4-hydroxy-bicyclo[2.2.2]oct-1-yl)-5-(4-((1s,5r)-3-(tetrahydro-2H-pyran-4-yl)-3-azabicyclo[3.1.0]hex-1-yl)phenyl)nicotinamide NC1=C(C(=O)NC23CCC(CC2)(CC3)O)C=C(C=N1)C1=CC=C(C=C1)[C@]13CN(C[C@@H]3C1)C1CCOCC1